BrC=1C=C(C=C(C1)C1=CC(=CC(=C1)C(C)(C)C)C(C)(C)C)C1=NC=CC=C1 2-(5-bromo-3',5'-di-tert-butyl-[1,1'-biphenyl]-3-yl)pyridine